NC1=NC=CC=2N1C(=NC2C2CN(CC2)C(C#CC)=O)C2=CC(=C(C=C2)OC2=NC=CC=C2)F 1-(3-(5-Amino-3-(3-fluoro-4-(pyridin-2-yloxy)phenyl)imidazo[1,5-c]pyrimidin-1-yl)pyrrolidin-1-yl)but-2-yn-1-one